(R)-9-(methylaminocarbonyl)-1,2,4a,5-tetrahydro-7H-pyrazino[2,1-c]pyrido[3,2-e][1,4]oxazepine-3(4H)-carboxylic acid tert-butyl ester C(C)(C)(C)OC(=O)N1C[C@@H]2COCC3=C(N2CC1)C=CC(=N3)C(=O)NC